5-(hydroxymethyl)-3,3a,4,5,6,6a-hexahydro-1H-pentalen-2-one OCC1CC2CC(CC2C1)=O